3-(3-Methyl-2-oxo-5-(6-(2-oxopiperazin-1-yl)pyridin-3-yl)-2,3-dihydro-1H-benzo[d]imidazol-1-yl)piperidine-2,6-dione trifluoroacetate FC(C(=O)O)(F)F.CN1C(N(C2=C1C=C(C=C2)C=2C=NC(=CC2)N2C(CNCC2)=O)C2C(NC(CC2)=O)=O)=O